(S)-6-(2-(2-(2-(2-azidoethoxy)ethoxy)ethoxy)ethoxy)-2-chloro-N-(3-(4-(5-methoxy-2-methyl-3-oxo-2,3-dihydropyridazin-4-yl)phenyl)-1-((2-methoxyethyl)amino)-1-oxopropan-2-yl)nicotinamide N(=[N+]=[N-])CCOCCOCCOCCOC1=NC(=C(C(=O)N[C@H](C(=O)NCCOC)CC2=CC=C(C=C2)C=2C(N(N=CC2OC)C)=O)C=C1)Cl